CC(CCCC)CCCCCCCC(CCCC(C)C)C 5,13,17-Trimethyloctadecane